ClC=1C=C2N(C(N1)=O)C[C@@H]1N2C[C@H](C1)NC(OC(C)(C)C)=O tert-butyl ((7S,8aR)-3-chloro-1-oxo-1,6,7,8,8a,9-hexahydropyrrolo[1',2':3,4]imidazo[1,2-c]pyrimidin-7-yl)carbamate